methyl (3-hydroxy-2-methyl-6-(((1R,3R)-3,5,12-trihydroxy-3-(2-hydroxyacetyl)-10-methoxy-6,11-dioxo-1,2,3,4,6,11-hexahydrotetracen-1-yl)oxy)tetrahydro-2H-pyran-4-yl)carbamate OC1C(OC(CC1NC(OC)=O)O[C@@H]1C[C@](CC2=C(C=3C(C4=CC=CC(=C4C(C3C(=C12)O)=O)OC)=O)O)(C(CO)=O)O)C